1-[(3R)-2,2-Dimethyl-3-{[6-methyl-5-(1-methyl-1H-imidazol-4-yl)pyridin-2-yl]amino}pyrrolidin-1-yl]-2-(4-fluorophenyl)ethan-1-one CC1(N(CC[C@H]1NC1=NC(=C(C=C1)C=1N=CN(C1)C)C)C(CC1=CC=C(C=C1)F)=O)C